NC1=C(N(C)CCN(CCCN2CCN(CC2)C(=O)OC(C)(C)C)C)C=C(C(=C1)NC1=NC=CC(=N1)C1=CN(C2=CC=CC=C12)C)OC tert-butyl 4-[3-[2-[2-amino-5-methoxy-N-methyl-4-[[4-(1-methylindol-3-yl)pyrimidin-2-yl]amino]anilino]ethylmethyl-amino]propyl]piperazine-1-carboxylate